C(C)(C)NC1=C2C(=NC=C1[N+](=O)[O-])N(C(=C2)C=2C=NN(C2)CC(C)(O)C)S(=O)(=O)C2=CC=CC=C2 1-(4-(4-(isopropylamino)-5-nitro-1-(phenylsulfonyl)-1H-pyrrolo[2,3-b]pyridin-2-yl)-1H-pyrazol-1-yl)-2-methylpropan-2-ol